(S)-2-(4-methoxybenzyl)-4-(trifluoromethyl)-5-((1-(2-((4-(5-(trifluoromethyl)pyrimidin-2-yl)piperazin-1-yl)sulfonyl)ethoxy)propan-2-yl)amino)pyridazin-3(2H)-one COC1=CC=C(CN2N=CC(=C(C2=O)C(F)(F)F)N[C@H](COCCS(=O)(=O)N2CCN(CC2)C2=NC=C(C=N2)C(F)(F)F)C)C=C1